1,2-bis(2,4,6-trimethylphenyl)ethane CC1=C(C(=CC(=C1)C)C)CCC1=C(C=C(C=C1C)C)C